BrC=1C(=CC(=NC1C)N)I 5-bromo-4-iodo-6-methyl-pyridin-2-amine